FC(COP1(=NP=NP=N1)C(C(F)(F)F)(F)F)(F)F 2-trifluoroethoxypentafluoroethylcyclotriphosphazene